5-fluoro-6-(4-fluorophenyl)-4-(2-hydroxypropan-2-yl)pyridine FC=1C(=CC=NC1C1=CC=C(C=C1)F)C(C)(C)O